C(CCCCCCCCCCCCCCC(C)C)(=O)OC/C=C(/CCC=C(C)C)\C geraniol isostearate